C(=C)[N-]C1CCCCC1 N-vinyl-cyclohexyl-amide